ClC=1C=C2C(=NN1)NC[C@@]1(N2C[C@H](C1)O)CC (6aR,8S)-2-chloro-6a-ethyl-5,6,6a,7,8,9-hexahydropyrrolo[1',2':4,5]pyrazino[2,3-c]pyridazin-8-ol